CC1=NN=C(S1)CNC=1C2=C(N=CN1)N=CC(=C2)C=2SC(=CN2)C N-[(5-methyl-1,3,4-thiadiazol-2-yl)methyl]-6-(5-methylthiazol-2-yl)pyrido[2,3-d]pyrimidin-4-amine